[N+](=O)([O-])[O-].O(O)O.[Fe+2].[N+](=O)([O-])[O-] iron (ii) oxyhydroxide nitrate